N,N-dibenzyl-4-ethoxy-4-(trifluoromethyl)cyclohexan-1-amine C(C1=CC=CC=C1)N(C1CCC(CC1)(C(F)(F)F)OCC)CC1=CC=CC=C1